FC=1C(=C(N)C=C(C1F)F)B1OC(C(O1)(C)C)(C)C 3,4,5-trifluoro-2-(4,4,5,5-tetramethyl-1,3,2-dioxaborolan-2-yl)aniline